C(C)(C)(C)OC(=O)N(C(CC(=O)OCC1=CC=CC=C1)C(=O)N1CCOCC1)C Benzyl 3-((tert-butoxycarbonyl) (methyl) amino)-4-morpholino-4-oxobutyrate